2-(tetrahydro-2H-pyran-4-yl)acetonitrile O1CCC(CC1)CC#N